C(C)C=1OC2=C(C1C=1N=C(N(C1)C)C(NC1=C(C=CC=C1C(C)C)C(C)C)C1=C(C=C(C=C1C)C)C)C=CC=C2 N-[[4-(2-ethylbenzofuran-3-yl)-1-methylimidazol-2-yl]-(2,4,6-trimethylphenyl)methyl]-2,6-diisopropylaniline